3-(3-bromo-5-(trifluoromethyl)phenyl)-1-(1-methyl-4-nitro-1H-imidazol-5-yl)-1H-1,2,4-triazole BrC=1C=C(C=C(C1)C(F)(F)F)C1=NN(C=N1)C1=C(N=CN1C)[N+](=O)[O-]